4-(hydroxymethyl)cyclopentane-1,3-diol OCC1C(CC(C1)O)O